BrC1=CC=CC=2C=3N(C(=NC12)NC=1C(N=CC=NC1)=O)N=C(N3)C=3C=NN(C3)CC (6R)-6-{[7-bromo-2-(1-ethyl-1H-pyrazol-4-yl)[1,2,4]triazolo[1,5-c]quinazolin-5-yl]amino}-1,4-diazepin-5-one